ClC=1C=C(C=CC1)[C@]1([C@@H](N[C@@H](CS1)C(=O)O)C)O (2S,3S,5R)-2-(3-chlorophenyl)-2-hydroxy-3-methylthiomorpholine-5-carboxylic acid